1-(6-(((1-(4-(6-hydroxy-2-phenyl-1,2,3,4-tetrahydronaphthalen-1-yl)phenyl)piperidin-4-yl)(methyl)amino)methyl)pyridin-3-yl)dihydropyrimidine-2,4(1H,3H)-dione OC=1C=C2CCC(C(C2=CC1)C1=CC=C(C=C1)N1CCC(CC1)N(C)CC1=CC=C(C=N1)N1C(NC(CC1)=O)=O)C1=CC=CC=C1